(±)-trans-3-isopropoxy-4-(3-(trifluoromethyl)phenoxy)piperidine C(C)(C)O[C@@H]1CNCC[C@H]1OC1=CC(=CC=C1)C(F)(F)F |r|